2-(8,8-Dimethyl-3,4,9,10-tetrahydro-2H-pyrano[2,3-h]chromen-3-yl)-5-propan-2-ylphenol CC1(CCC=2C(=CC=C3CC(COC23)C2=C(C=C(C=C2)C(C)C)O)O1)C